C(C)C1=NC(=CC=C1C=1C=C(C=C2C=C(N(C12)CC(C)C)C=1CNCCC1)C1N(CCN(C1)C1=NC=C(C=C1OC)F)C=O)C 2-(7-(2-Ethyl-6-methylpyridin-3-yl)-1-isobutyl-2-(1,2,5,6-tetrahydropyridin-3-yl)-1H-indol-5-yl)(4-(5-fluoro-3-methoxypyridin-2-yl)piperazin-1-yl)methanone